(S)-(-)-beta-methylphenethylamine C[C@H](CN)C1=CC=CC=C1